methyl (2S)-2-((tert-butoxycarbonyl) amino)-4-methyl-5-(methyl (phenethyl) amino)-5-oxopentanoate C(C)(C)(C)OC(=O)N[C@H](C(=O)OC)CC(C(=O)N(CCC1=CC=CC=C1)C)C